C(C)(=O)O[C@@H]1[C@@H]([C@H]([C@@H](SC=2C=NC=CC2)O[C@@H]1COC(C)=O)OC)N1N=NC(=C1)C1=CC(=C(C(=C1)F)F)F pyridin-3-yl 4,6-di-O-acetyl-3-deoxy-3-[4-(3,4,5-trifluorophenyl)-1H-1,2,3-triazol-1-yl]-2-O-methyl-1-thio-α-D-galactopyranoside